4-(2-(4-(3-isopropyl-1,2,4-oxadiazol-5-yl)piperidin-1-yl)imidazo[2,1-b][1,3,4]thiadiazol-6-yl)benzonitrile C(C)(C)C1=NOC(=N1)C1CCN(CC1)C1=NN2C(S1)=NC(=C2)C2=CC=C(C#N)C=C2